CCOC(=O)N(C(=O)NC1=CC=C2C(=N1)C(=CN2)C2CCN(CC2)C(C)(C)C)C2=CC=CC=C2 N-(2-ethoxycarbonyl)phenyl-N'-(3-(1-(tert-butyl)-piperidin-4-yl)pyrrolo[3,2-b]pyridin-5-yl)urea